O(C1=CC=CC=C1)C1=CC=C(C=C1)C1=CC=C(C=C1)S(=O)(=O)N=[N+]=[N-] 4'-phenoxy-[1,1'-biphenyl]-4-sulfonyl azide